[(1R,2S,4R)-4-{[5-({5-chloro-4-[(1R)-3-cyclopropyl-1-hydroxyprop-2-yn-1-yl]-2-thienyl}carbonyl)pyrimidin-4-yl]amino}-2-hydroxycyclopentyl]methyl sulfamate S(N)(OC[C@@H]1[C@H](C[C@@H](C1)NC1=NC=NC=C1C(=O)C=1SC(=C(C1)[C@@H](C#CC1CC1)O)Cl)O)(=O)=O